(R)-2-amino-N-ethyl-2-(1-methylcyclobutyl)acetyl-ethylamine N[C@@H](C(=O)N(CC)CC)C1(CCC1)C